5-((1r,4S)-4-(hydroxymethyl)cyclohexyl)-N3-methyl-1-((S)-1-phenylethyl)-1H-pyrazole-3,5-dicarboxamide OCC1CCC(CC1)C1(C=C(NN1[C@@H](C)C1=CC=CC=C1)C(=O)NC)C(=O)N